C(C)(C)(C)OC(=O)N(C1=C(C=NC=2N1N=CC2C(=O)OCC)C2=C(C=CC=1SC=CC12)C)C(=O)OC(C)(C)C ethyl 7-(bis(tert-butoxycarbonyl)amino)-6-(5-methylbenzo[b]thiophen-4-yl)pyrazolo[1,5-a]pyrimidine-3-carboxylate